Cl.Cl.CC=1N=C2N(C=C(N=C2C)C=2C=CC(=C(C2)O)C2=CN=C(N=N2)N2C[C@@H](NCC2)C(C)C)C1 5-(2,8-dimethylimidazo[1,2-a]pyrazin-6-yl)-2-{3-[(3S)-3-(propan-2-yl)piperazin-1-yl]-1,2,4-triazin-6-yl}phenol dihydrochloride